C(C)(=O)OC[C@H]1O[C@H](CCC1)OC1=CC=C(C=C1)N1C(=NC2=CC(=CC=C2C1=O)C)C (2S,3S,4R,5S,6S)-2-(acetoxymethyl)-6-(4-(2,7-dimethyl-4-oxoquinazolin-3(4H)-yl)phenoxy)tetrahydro-2H-pyran